CC(CC(=O)C1=CC=C2C(=N1)C(=CN2)C2=CCN1CCCCC1CC2)(C)C 5-(3,3-dimethylbutanoyl)-3-(1-azabicyclo[5.4.0]undec-3-en-4-yl)pyrrolo[3,2-b]pyridine